FC1=CC=C(C=C1)C=1N=C(NC1)C1=CC2=CC(=CC=C2C=C1)OC 4(s)-(4-Fluorophenyl)-2-(7-methoxynaphthalin-2-yl)-1H-imidazol